2-[(4-isopropylmorpholin-2-yl)methyl]oxazolo[4,5-b]pyridin-5-yl-3-methyl-phenol C(C)(C)N1CC(OCC1)CC=1OC=2C(=NC(=CC2)C2=C(C=CC=C2C)O)N1